tert-butyl (2s)-2-[[4-fluoro-3-[[1-(7-methoxy-2-methyl-5-quinolyl)cyclopropyl]carbamoyl]phenoxy]methyl]azetidine-1-carboxylate FC1=C(C=C(OC[C@H]2N(CC2)C(=O)OC(C)(C)C)C=C1)C(NC1(CC1)C1=C2C=CC(=NC2=CC(=C1)OC)C)=O